IC1=CC(=C(N)C=C1N1CCN(CC1)C)[N+](=O)[O-] 4-iodo-5-(4-methylpiperazine-1-yl)-2-nitroaniline